ClC1=NC2=NC(=C(N=C2C(=N1)C1=C(C=C(C=C1)F)F)CCC)C 2-chloro-4-(2,4-difluorophenyl)-7-methyl-6-propyl-pteridine